ClC=1C=C(C=CC1F)SC1=C2C=C(NC2=CC(=C1)Cl)C(=O)OCC ethyl 4-((3-chloro-4-fluorophenyl) mercapto)-6-chloro-1H-indole-2-carboxylate